5-(2-{[(3-fluoro-2-pyridyl)cyclobutyl]amino}pyrimidin-5-yl)-1H-indazole-3-carbonitrile FC=1C(=NC=CC1)C1(CCC1)NC1=NC=C(C=N1)C=1C=C2C(=NNC2=CC1)C#N